COC=1C=C(C=CC1)N1C=C(C=CC1=O)C(=O)O 1-(3-Methoxyphenyl)-6-oxo-pyridine-3-carboxylic acid